C(C)(C)(C)OC(=O)N1CCC(CC1)CC#C 4-(prop-2-yn-1-yl)piperidine-1-carboxylic acid tert-butyl ester